4-(4-(((1R,4r)-4-(3-((1R,3R,5S,7R)-3,5-dimethyladamantan-1-yl)ureido)cyclohexyl)oxy)phenoxy)butyric acid C[C@]12CC3(CC(C[C@@](C1)(C3)C)C2)NC(NC2CCC(CC2)OC2=CC=C(OCCCC(=O)O)C=C2)=O